C(C1CO1)N(C1=CC=CC=C1)CC1CO1 N,N-Diglycidyl-aniline